N1C=CC2=C(C=CC=C12)NC(CN1N=C(C=CC1=O)C1=CC=CC=C1)=O N-(1H-indol-4-yl)-2-(6-oxo-3-phenylpyridazin-1(6H)-yl)acetamide